Tert-butyl 10-(((S)-1-((2S,4R)-4-hydroxy-2-((4-(4-methylthiazol-5-yl)benzyl)carbamoyl) pyrrolidin-1-yl)-3,3-dimethyl-1-oxobutan-2-yl)amino)-10-oxodecanoate O[C@@H]1C[C@H](N(C1)C([C@H](C(C)(C)C)NC(CCCCCCCCC(=O)OC(C)(C)C)=O)=O)C(NCC1=CC=C(C=C1)C1=C(N=CS1)C)=O